C(C(C)C)(=O)N1[C@H](CNC[C@H]1C)C(=O)O (2R,6R)-1-isobutyryl-6-methylpiperazine-2-carboxylic acid